C1(=C(C=CC=C1)SNC(=S)NSC1=C(C=CC=C1)C)C 1,3-bis(o-tolylthio)thiourea